2-(4-(4-(2,6-dioxopiperidin-3-yl)-2-fluorophenyl)piperidin-1-yl)acetic acid trifluoroacetate FC(C(=O)O)(F)F.O=C1NC(CCC1C1=CC(=C(C=C1)C1CCN(CC1)CC(=O)O)F)=O